9-mesityl-10-methyl-acridinium C1(=C(C(=CC(=C1)C)C)C=1C2=CC=CC=C2[N+](=C2C=CC=CC12)C)C